(5-carboxypentyl)triphenyl-phosphine bromide [Br-].C(=O)(O)CCCCCC1=C(C=CC=C1)P(C1=CC=CC=C1)C1=CC=CC=C1